C1(CC1)C1=C(C(=NO1)C1=C(C=CC=C1C(C)C)F)CO[C@H]1[C@@H]2C(N([C@H](C1)C2)C2=CC=C(C(=O)O)C=C2)=O 4-[(1S,4R,5R)-5-({5-cyclopropyl-3-[2-fluoro-6-(propan-2-yl)phenyl]-1,2-oxazol-4-yl}methoxy)-3-oxo-2-azabicyclo[2.2.1]heptan-2-yl]benzoic acid